ClC1=CC=C(C=N1)C1=NOC(=C1CN1N=CC(=CC1=O)N1CC2(C1)OC[C@H](CC2)F)C |o1:26| (S or R)-2-((3-(6-chloropyridin-3-yl)-5-methylisoxazol-4-yl)methyl)-5-(7-fluoro-5-oxa-2-azaspiro[3.5]nonan-2-yl)pyridazin-3(2H)-one